FC1=C(C=CC=2N(C(N(C21)C)=O)C2C(NC(CC2)=O)=O)N2CCC(CC2)CO 3-(4-Fluoro-5-(4-(hydroxymethyl)piperidin-1-yl)-3-methyl-2-oxo-2,3-dihydro-1H-benzo[d]imidazol-1-yl)piperidine-2,6-dione